N-(2,2,2-trifluoroethyl)-5H-pyrrolo[2,3-b]pyrazine-7-carboxamide FC(CNC(=O)C1=CNC2=NC=CN=C21)(F)F